Dimethylsilylenebis(2,5-dimethyl-3-(4-tert-butylphenyl)-cyclopenta[b]thienyl)hafnium dichloride [Cl-].[Cl-].C[Si](=[Hf+2](C1=C(C=C2SC(C(=C21)C2=CC=C(C=C2)C(C)(C)C)C)C)C2=C(C=C1SC(C(=C12)C1=CC=C(C=C1)C(C)(C)C)C)C)C